4-(2-Amino-2-methylpropanoyl)-N-(1-(4-(1-((S)-4-aminoazepan-1-yl)propan-2-yl)phenyl)-2-oxo-1,2-dihydropyrimidin-4-yl)piperazine-1-carboxamide hydrochloride salt Cl.NC(C(=O)N1CCN(CC1)C(=O)NC1=NC(N(C=C1)C1=CC=C(C=C1)C(CN1CC[C@H](CCC1)N)C)=O)(C)C